(2R,5R)-4-(2-(4-(3-(4-cyano-3-(trifluoromethyl)phenyl)-5,5-dimethyl-4-oxo-2-thioxoimidazolidin-1-yl)-2-ethylphenoxy)ethyl)-2,5-dimethylpiperazine-1-carboxylic acid tert-butyl ester C(C)(C)(C)OC(=O)N1[C@@H](CN([C@@H](C1)C)CCOC1=C(C=C(C=C1)N1C(N(C(C1(C)C)=O)C1=CC(=C(C=C1)C#N)C(F)(F)F)=S)CC)C